BrC1=CC(=C(C=C1)N(C1CCOCC1)CC)[N+](=O)[O-] N-(4-bromo-2-nitrophenyl)-N-ethyltetrahydropyran-4-amine